COC1=CC=C(CN(S(=O)(=O)[C@H](C(=O)N2CCN(CC2)S(=O)(=O)N(C)C)CCC=C)CC2=CC=C(C=C2)OC)C=C1 (S)-4-(2-(N,N-bis(4-methoxybenzyl)sulfamoyl)hex-5-enoyl)-N,N-dimethylpiperazine-1-sulfonamide